dodecyl-bis(2-hydroxyethyl)methyl-ammonium bromide [Br-].C(CCCCCCCCCCC)[N+](C)(CCO)CCO